C(C)(=O)O[C@H]1[C@@H]2CC(C[C@H]([C@H]1OC(C1=CC=C(C=C1)OC)(C1=CC=C(C=C1)OC)C1=CC=C(C=C1)OC)N2C)O (1R,5S,6S,7R)-7-(Tris(4-methoxyphenyl) methoxy)-3-hydroxy-8-methyl-8-azabicyclo[3.2.1]octan-6-yl acetate